2-[[(1R)-1-[3,6-dimethyl-4-oxo-2-[(3R)-tetrahydrofuran-3-yl]quinazolin-8-yl]ethyl]amino]-5-fluoro-benzoic acid CN1C(=NC2=C(C=C(C=C2C1=O)C)[C@@H](C)NC1=C(C(=O)O)C=C(C=C1)F)[C@@H]1COCC1